tert-Butyl (3-(((7-(pyridin-4-yl)-2,3-dihydrofuro[3,2-c]pyridin-4-yl)amino)methyl)phenyl)carbamate N1=CC=C(C=C1)C=1C2=C(C(=NC1)NCC=1C=C(C=CC1)NC(OC(C)(C)C)=O)CCO2